OC=1C(C(C1NC1=NC(=CC(=C1)C1=NN=NN1)OC1=CC=CC=C1)=O)=O 3-hydroxy-4-((6-phenoxy-4-(1H-tetrazol-5-yl)pyridin-2-yl)amino)cyclobut-3-ene-1,2-dione